(S)-3-((S)-sec-butyl)-7-fluoro-N-((1r,3S)-3-hydroxycyclobutyl)-2-oxo-1,2,3,5-tetrahydro-4H-benzo[e][1,4]diazepine-4-carboxamide [C@H](C)(CC)[C@@H]1N(CC2=C(NC1=O)C=CC(=C2)F)C(=O)NC2CC(C2)O